8-bromo-2-[(2S)-2-(hydroxymethyl)morpholin-4-yl]-4-oxo-chromene-6-carboxylic acid methyl ester COC(=O)C=1C=C2C(C=C(OC2=C(C1)Br)N1C[C@H](OCC1)CO)=O